C1(CC1)C=1C=CC(=C(C1)O)C1=NN=C(C2=CC=CC=C12)N[C@H]1CN(CCC1)C 5-cyclopropyl-2-(4-{[(3R)-1-methylpiperidin-3-yl]amino}phthalazin-1-yl)phenol